BrC=1C=NC=C(C1)N1C=NC(=C1)C1CC1 3-bromo-5-(4-cyclopropyl-1H-imidazol-1-yl)pyridine